CC(C)NC=1C=C2C(=NNC2=CC1)C1=NC=CC(=N1)N1N=CC(=C1)CCO 2-[1-(2-{5-[(propan-2-yl)amino]-1H-indazol-3-yl}pyrimidin-4-yl)-1H-pyrazole-4-yl]ethanol